N1(CCCCC1)CC1=CC=C(C=C1)N1N=C2C(=CC=CC2=C1)C(=O)N 2-[4-(piperidin-1-ylmethyl)phenyl]-2H-indazole-7-carboxamide